tert-butyl 3-(6-hydroxy-4-methoxy-3-quinolyl)-1-oxa-8-azaspiro[4.5]dec-2-ene-8-carboxylate OC=1C=C2C(=C(C=NC2=CC1)C1=COC2(C1)CCN(CC2)C(=O)OC(C)(C)C)OC